C(C)N1[C@H](CN(CC1)C(=O)OCC1=CC=CC=C1)COC (R)-benzyl 4-ethyl-3-(methoxymethyl)piperazine-1-carboxylate